CNC(=O)C1=NC=CC=C1 2-(methylcarbamoyl)pyridine